CC1(OC2=CC(=CC=C2C=C1C=O)C=1C(=NOC1)C)C 2,2-dimethyl-7-(3-methylisoxazol-4-yl)-2H-chromen-3-carbaldehyde